FC=1C=C(C=CC1OC1=CC=C(C=C1)F)S(=O)(=O)N1C2(CN(CC1CC2)C(=O)OCCOC)C(NO)=O 2-methoxyethyl 8-((3-fluoro-4-(4-fluorophenoxy)phenyl)sulfonyl)-1-(hydroxycarbamoyl)-3,8-diazabicyclo[3.2.1]octane-3-carboxylate